O=C1N(CCC(N1)=O)C1=CC2=C(CC3(CO2)CN(C3)C(=O)OC(C)(C)C)C=C1 tert-Butyl 7'-(2,4-dioxotetrahydropyrimidin-1(2H)-yl)spiro[azetidine-3,3'-benzopyran]-1-carboxylate